methyl 6-chloro-1H-pyrrolo[2,3-b]pyridine-3-carboxylate ClC1=CC=C2C(=N1)NC=C2C(=O)OC